(1S,2R,3R,5R)-3-((S)-(3-chloro-4-fluorophenyl)(hydroxy)methyl)-5-((E)-6-hydrazineylidene-3,6-dihydro-9H-purin-9-yl)cyclopentane-1,2-diol ClC=1C=C(C=CC1F)[C@H]([C@@H]1[C@H]([C@H]([C@@H](C1)N1C=2NC=N/C(/C2N=C1)=N/N)O)O)O